tert-butyl (S)-2-(3-(4-(4-ethylphenethyl)-3-(trifluoromethyl)phenyl)-1,2,4-oxadiazol-5-yl)pyrrolidine-1-carboxylate C(C)C1=CC=C(CCC2=C(C=C(C=C2)C2=NOC(=N2)[C@H]2N(CCC2)C(=O)OC(C)(C)C)C(F)(F)F)C=C1